C1(=CC=CC=C1)C(C)S(=O)(=O)C=1C=C(C=CC1)C(CC#N)N1N=CC(=C1)C=1C2=C(N=CN1)NC=C2 3-{3-[(1-phenylethyl)sulfonyl]-phenyl}-3-[4-(7H-pyrrolo[2,3-d]-pyrimidin-4-yl)-1H-pyrazol-1-yl]propanenitrile